2-(6-{5-chloro-2-[(oxan-4-yl)amino]pyrimidin-4-yl}-1-oxo-2,3-dihydro-1H-isoindol-2-yl)-N-{1-[3-(1H-1,2,3,4-tetrazol-1-yl)phenyl]ethyl}acetamide ClC=1C(=NC(=NC1)NC1CCOCC1)C1=CC=C2CN(C(C2=C1)=O)CC(=O)NC(C)C1=CC(=CC=C1)N1N=NN=C1